N-(1-cyclobutyl-6-(dimethylamino)-7-fluoro-1H-benzo[d]imidazol-2-yl)-3-hydroxy-3-phenylbutanamide C1(CCC1)N1C(=NC2=C1C(=C(C=C2)N(C)C)F)NC(CC(C)(C2=CC=CC=C2)O)=O